ClC1=CN(C2=NC=C(C=C21)NC(C=C)=O)CC2=CC=C(C=C2)C(F)(F)F N-(3-chloro-1-(4-(trifluoromethyl)benzyl)-1H-pyrrolo[2,3-b]pyridin-5-yl)acrylamide